(R)-3-(4-bromo-3-chloro-2,5-difluorophenyl)-5-(((tert-butyldimethylsilyl)oxy)methyl)-5,6-Dihydro-[1,2,4]triazolo[4,3-a]pyrazine BrC1=C(C(=C(C=C1F)C1=NN=C2N1[C@H](CN=C2)CO[Si](C)(C)C(C)(C)C)F)Cl